2-(4-fluorophenyl)-2-[(1-methylpiperidin-4-yl)amino]-N-[[4-(2-methylpropyloxy)phenyl]methyl]acetamide FC1=CC=C(C=C1)C(C(=O)NCC1=CC=C(C=C1)OCC(C)C)NC1CCN(CC1)C